2-benzylglycerol diacetate C(C)(=O)OCC(OCC1=CC=CC=C1)COC(C)=O